2-(chloromethyl)-2-(cyclopropylmethyl)-3,3-difluoro-propionic acid ClCC(C(=O)O)(C(F)F)CC1CC1